N,N,N'-tris(2-hydroxyethyl)-N'-octadecyl-1,3-diaminopropane dihydrofluoride F.F.OCCN(CCCN(CCCCCCCCCCCCCCCCCC)CCO)CCO